C(=O)C1=C[N+](=C2N(C1=O)C=CC=C2)CC2=CC=C(C=C2)C 3-formyl-1-(4-methylbenzyl)-4-oxo-4H-pyrido[1,2-a]pyrimidinium